2-[[1-(3,5-dichloro-4-pyridyl)cyclopropanecarbonyl]amino]-4-[[3-fluoro-2-methoxy-propyl]-[4-(5,6,7,8-tetrahydro-1,8-naphthyridin-2-yl)butyl]amino]butanoic acid ClC=1C=NC=C(C1C1(CC1)C(=O)NC(C(=O)O)CCN(CCCCC1=NC=2NCCCC2C=C1)CC(CF)OC)Cl